4,4'-dibromo-1,1'-biphthalazine BrC1=NN=C(C2=CC=CC=C12)C1=NN=C(C2=CC=CC=C12)Br